N-(5-isopropyl-1H-pyrazol-3-yl)-2-methyl-1-((tetrahydro-2H-pyran-4-yl)methyl)-1H-imidazo[4,5-b]pyrazin-6-amine C(C)(C)C1=CC(=NN1)NC1=CN=C2C(=N1)N(C(=N2)C)CC2CCOCC2